OCCOCCOCCN(C(OC(C)(C)C)=O)C tert-Butyl (2-(2-(2-hydroxyethoxy)ethoxy)ethyl)(methyl)carbamate